Cyclohexyl 3-toluate C1(=CC(=CC=C1)C(=O)OC1CCCCC1)C